methyl 4-[[3-[4-[2-(2-amino-3-pyridyl)-5-phenyl-imidazo[4,5-b]pyridin-3-yl]phenyl]pyrrolidin-1-yl]methyl]cyclohexanecarboxylate NC1=NC=CC=C1C1=NC=2C(=NC(=CC2)C2=CC=CC=C2)N1C1=CC=C(C=C1)C1CN(CC1)CC1CCC(CC1)C(=O)OC